(1S,2S)-N-[7-chloro-6-(4-cyano-4-fluoro-1-piperidyl)-3-isoquinolyl]-2-(1-methylpyrazol-4-yl)cyclopropanecarboxamide ClC1=C(C=C2C=C(N=CC2=C1)NC(=O)[C@@H]1[C@H](C1)C=1C=NN(C1)C)N1CCC(CC1)(F)C#N